C(C)(=O)O[C@H]1[C@@H](O[C@@H]([C@@H]([C@@H]1CC(=O)O)OC(C)=O)OC1=CC=C(C=C1)C(\C=C\C1=CC=CC=C1)=O)COC(C)=O 2-[(2S,3R,4R,5R,6R)-3,5-Diacetyloxy-2-(acetyloxymethyl)-6-[4-[(E)-3-phenylprop-2-enoyl]phenoxy]oxan-4-yl]acetic acid